C1(CC1)C=1C=CC=2N(C1)C(=C(N2)C(=O)O)S(=O)(=O)CC 6-cyclopropyl-3-ethylsulfonyl-imidazo[1,2-a]pyridine-2-carboxylic acid